ethyl (2S,5R)-5-((2-(2,6-dioxopiperidin-3-yl)-1-oxoisoindolin-5-yl)oxy)-2-methylpiperidine-1-carboxylate O=C1NC(CCC1N1C(C2=CC=C(C=C2C1)O[C@@H]1CC[C@@H](N(C1)C(=O)OCC)C)=O)=O